4-cyano-3-fluoro-2-(4,4,5,5-tetramethyl-1,3,2-dioxaborolan-2-yl)benzyl acetate C(C)(=O)OCC1=C(C(=C(C=C1)C#N)F)B1OC(C(O1)(C)C)(C)C